4-((E)-2-(6-((1r,2s)-5'-methoxy-2'-oxospiro[cyclopropan-1,3'-indol]-2-yl)-1H-indazol-3-yl)vinyl)benzaldehyde COC=1C=C2[C@]3(C(NC2=CC1)=O)[C@@H](C3)C3=CC=C1C(=NNC1=C3)/C=C/C3=CC=C(C=O)C=C3